O1C(OCC1)C=1C(=C(C=CC1)N1CCC(CC1)(F)F)[N+](=O)[O-] 1-(3-(1,3-Dioxolane-2-yl)-2-nitrophenyl)-4,4-difluoropiperidine